COC(C1=CC(=C(C=C1)N)OC1CC1)=O 4-amino-3-(cyclopropyloxy)benzoic acid methyl ester